(R)-3-(4-((R)-1-(3-(difluoromethyl)-2-fluorophenyl)ethylamino)cinnoline-6-ylamino)pyrrolidine FC(C=1C(=C(C=CC1)[C@@H](C)NC1=CN=NC2=CC=C(C=C12)N[C@H]1CNCC1)F)F